(S)-4-(3-amino-1-(isoquinolin-6-ylamino)-1-oxopropan-2-yl)benzyl 2,4-dimethylbenzoate CC1=C(C(=O)OCC2=CC=C(C=C2)[C@H](C(=O)NC=2C=C3C=CN=CC3=CC2)CN)C=CC(=C1)C